NC1=CC=C(OCCOCCOC2=CC=C(C=C2)N)C=C1 bis(2-(4-aminophenoxy) ethyl) ether